tert-butyl (R)-3-((4-bromo-2-fluoro-6-(isopropylamino)phenyl)carbamoyl)pyrrolidine-1-carboxylate BrC1=CC(=C(C(=C1)NC(C)C)NC(=O)[C@H]1CN(CC1)C(=O)OC(C)(C)C)F